[C@]12(CNC[C@H]2C1)C(C1=CC(=NC(=C1)Cl)N1CCN(CC1)S(=O)(=O)C1=C(C=CC=C1)C1CC(NC1)=O)(F)F 4-[4-[4-[[cis-3-azabicyclo[3.1.0]hexan-1-yl]-difluoro-methyl]-6-chloro-2-pyridyl]piperazin-1-ylsulfonylphenyl]pyrrolidin-2-one